tert-Butyl (3R)-3-[(3E)-3-tert-butylsulfinyliminopropyl]piperidine-1-carboxylate C(C)(C)(C)S(=O)\N=C\CC[C@@H]1CN(CCC1)C(=O)OC(C)(C)C